NC=1C2=C(N=CN1)C(=CC(=N2)N2C[C@@H](CCC2)C2=NOC(=C2)[C@]2(C(N(CC2)C)=O)O)C (R)-3-(3-((R)-1-(4-Amino-8-methylpyrido[3,2-d]pyrimidin-6-yl)piperidin-3-yl)isoxazol-5-yl)-3-hydroxy-1-methylpyrrolidin-2-one